CC(CO)(CCCC)C 2,2-dimethylhexanol